ClC1=C(C=O)C(=CC(=C1)C1=CN(C(C2=CN=CC=C12)=O)C)OC 2-chloro-6-methoxy-4-(2-methyl-1-oxo-2,7-naphthyridin-4-yl)benzaldehyde